C(C1=CC=CC=C1)C(C(=O)C1=CC=C(C=C1)N1CCOCC1)(CC)N(C)C Benzyl-dimethylamino-1-(4-morpholinylphenyl)-butan-1-one